4-(3-Methyl-1H-pyrazol-1-yl)benzoic acid CC1=NN(C=C1)C1=CC=C(C(=O)O)C=C1